NC1=CC(=C(C(=O)NCC2(CCCCCC2)C2=NC=C(C=C2)C(F)(F)F)C=C1Cl)OC 4-amino-5-chloro-2-methoxy-N-((1-(5-(trifluoromethyl)pyridin-2-yl)cycloheptyl)methyl)benzamide